C1(C=CC(N1C=1C=C(C=CC1)CC1=CC(=CC=C1)N1C(C=CC1=O)=O)=O)=O bis(3-maleimidophenyl)methane